COC1=NC(=NN2C1=C(C=C2)C=2C=C1N=CC=NC1=CC2)NC2CCC1(COC1)CC2 4-methoxy-5-(quinoxalin-6-yl)-N-(2-oxaspiro[3.5]nonan-7-yl)pyrrolo[2,1-f][1,2,4]triazin-2-amine